C(C)(C)(C)C1=CC=C(C(=O)N2CCC(CC2)C=2C=C3CN(C(C3=CC2)=O)C2C(NC(CC2)=O)=O)C=C1 3-(5-(1-(4-(tert-butyl)benzoyl)piperidin-4-yl)-1-oxoisoindolin-2-yl)piperidine-2,6-dione